4-(1H-pyrazol-1-yl)phenol N1(N=CC=C1)C1=CC=C(C=C1)O